5-Chloro-3-(5-ethylisoxazol-3-yl)-1-methyl-1H-pyrazole-4-carbaldehyde ClC1=C(C(=NN1C)C1=NOC(=C1)CC)C=O